tert-butyl [4-(2-{[cis-3-(trifluoromethoxy)cyclobutyl]oxy}acetamido)bicyclo[2.2.2]octan-1-yl]carbamate FC(O[C@H]1C[C@H](C1)OCC(=O)NC12CCC(CC1)(CC2)NC(OC(C)(C)C)=O)(F)F